NCCNC([C@H](CC=1SC2=C(N1)C=CC(=C2)C(C)C)NC(C(C)C)=O)=O (S)-N-(1-aminoeth-2-yl)-2-isobutyramido-3-(6-isopropylbenzo[d]thiazol-2-yl)propanamide